C(=O)NC=1C(OC2=CC(=CC=C2C1)O)=O 3-formamido-7-hydroxycoumarin